(-)-γ-ionone CC(=O)/C=C/[C@H]1C(=C)CCCC1(C)C